CN(CC(=O)N1CCC(CC1)C=1C(=C2C(=CN1)NC(=C2C(C)C)C=2C=C(C=1N(C2)N=CN1)OC)F)C 2-(dimethylamino)-1-(4-(4-fluoro-3-isopropyl-2-(8-methoxy-[1,2,4]triazolo[1,5-a]pyridin-6-yl)-1H-pyrrolo[2,3-c]pyridin-5-yl)piperidin-1-yl)ethan-1-one